benzyl 2-chloro-3-(4-(trifluoromethyl) phenyl)-3-oxopropionate ClC(C(=O)OCC1=CC=CC=C1)C(=O)C1=CC=C(C=C1)C(F)(F)F